7-bromo-3-chloro-5-fluoro-N,N-bis(4-methoxybenzyl)quinolin-2-amine BrC1=CC(=C2C=C(C(=NC2=C1)N(CC1=CC=C(C=C1)OC)CC1=CC=C(C=C1)OC)Cl)F